NC([C@H](C[C@H]1C(NCC1)=O)NC([C@H](CC1CCCCC1)NC(OCC1=CC=CC=C1)=O)=O)=O benzyl ((S)-1-(((S)-1-amino-1-oxo-3-((S)-2-oxopyrrolidin-3-yl)propan-2-yl)amino)-3-cyclohexyl-1-oxopropan-2-yl)carbamate